N1(CCNCC1)C(C(CC(=O)O)(O)C(=O)O)C(=O)O.N1CCNCC1 Piperazine (PiperazineCitrate)